N1=CC=C(C=C1)COC1CC(C1)NC(OC(C)(C)C)=O Tert-butyl N-[3-(4-pyridylmethoxy)cyclobutyl]carbamate